tertbutyl 2,2-dimethylpiperazine-1-carboxylate CC1(N(CCNC1)C(=O)OC(C)(C)C)C